phenyl-methyl-indole C1(=CC=CC=C1)C1=C(NC2=CC=CC=C12)C